ClC1=CC=C(C=C1)S(=O)(=O)C1=CC=C(C=C1)C1=CC=CC=C1 4'-(4-chlorophenylsulphonyl)biphenyl